1,2-dimethoxypropane dysprosium [Dy].COCC(C)OC